ClC1=C(C#N)C=CC(=C1)N=C=S 2-chloro-4-isothiocyanatobenzonitrile